C(C(=C)C)(=O)OCCN(C)C1=CC=C(C2=NON=C21)NC(=O)NC(C2=CC=CC=C2)=O 2-((7-(3-benzoylureido)benzo[c][1,2,5]oxadiazol-4-yl)(methyl)amino)ethyl methacrylate